(S)-3-((6'-Chloro-5-((1-methylpiperidin-4-yl)oxy)-[2,3'-bipyridin]-4'-yl)amino)butan-1-ol ClC1=CC(=C(C=N1)C1=NC=C(C=C1)OC1CCN(CC1)C)N[C@H](CCO)C